[2-[6-[[5-(5-fluoropyrimidin-4-yl)thiazol-2-yl]amino]imidazo[4,5-c]pyridin-1-yl]ethyl]-4-hydroxy-1-prop-2-enoyl-pyrrolidine-2-carboxamide FC=1C(=NC=NC1)C1=CN=C(S1)NC1=CC2=C(C=N1)N=CN2CCC2(N(CC(C2)O)C(C=C)=O)C(=O)N